6-(2-amino-6-fluoro-5-(4-morpholino-3-(morpholinomethyl)phenyl)pyridin-3-yl)-7-fluoro-3,4-dihydroisoquinolin-1(2H)-one NC1=NC(=C(C=C1C=1C=C2CCNC(C2=CC1F)=O)C1=CC(=C(C=C1)N1CCOCC1)CN1CCOCC1)F